(Z)-3-(hydroxyimino)-1-(1-(4-(propan-2-ylidene)cyclohexyl)piperidin-4-yl)indolin-2-one O\N=C\1/C(N(C2=CC=CC=C12)C1CCN(CC1)C1CCC(CC1)=C(C)C)=O